ClC1=CC(=C(C=C1)C1=NC(=CC=2N=C(N(C(C21)=O)C)C)N2C[C@@H](OCC2)C2=CC(=NC=C2)OCC(F)(F)F)F 5-(4-chloro-2-fluorophenyl)-2,3-dimethyl-7-((2S)-2-(2-(2,2,2-trifluoroethoxy)-4-pyridinyl)-4-morpholinyl)pyrido[4,3-d]pyrimidin-4(3H)-one